C(C)(C)(C)OC(=O)N1C2=CC=C(C=C2OC=2C=CC(=CC12)N1C(CCC1)=O)C(F)(F)F tert-Butyl-2-(2-oxopyrrolidin-1-yl)-7-(trifluoromethyl)-phenoxazine-10-carboxylate